C(C)[SiH](CC)CC TRIETHYLSILANE